NCCCCCCCCCCNC1=C(C(=O)NC=2SC(=C(N2)C)C)C=CC=C1 2-(10-aminodecylamino)-N-(4,5-dimethylthiazol-2-yl)benzamide